C1C(CC12CCNCC2)CN2CCN(CC2)C=2C=C1CN(C(C1=CC2)=O)[C@@H]2C(NC(CC2)=O)=O (S)-3-(5-(4-((7-azaspiro[3.5]nonan-2-yl)methyl)piperazin-1-yl)-1-oxoisoindolin-2-yl)piperidine-2,6-dione